N1=C(C=CC=C1)C=1N=C(SC1C(=O)N1CCCC1)NC1=NC=CC(=C1)C(F)(F)F (4-(pyridin-2-yl)-2-(4-(trifluoromethyl)pyridin-2-ylamino)thiazol-5-yl)(pyrrolidin-1-yl)methanone